O=S1(C[C@@](CC1)(C1=NN=C(N1)C1=NC=NC=C1)NC=1C=C(C(=O)O)C=CC1)=O (R)-3-((1,1-dioxido-3-(5-(pyrimidin-4-yl)-4H-1,2,4-triazol-3-yl)tetrahydrothiophen-3-yl)amino)benzoic acid